(S)-4-ethyl-7,7-dimethyl-4-phenyl-2,4,6,7,8,9-hexahydro-5H-pyrazolo[3,4-b]quinolin-5-one C(C)[C@@]1(C=2C(NC=3CC(CC(C13)=O)(C)C)=NNC2)C2=CC=CC=C2